Cl.NCCC1=NC2=C(N1C1=CC3=C(NC(N3)=O)C=C1)C=CC=C2 5-[2-(2-Aminoethyl)benzimidazol-1-yl]-1,3-dihydrobenzimidazol-2-one hydrochloride salt